(E)-3-fluoro-2-[[4-(1H-imidazol-2-yl)phenoxy]methyl]prop-2-en-1-amine hydrochloride Cl.F/C=C(\CN)/COC1=CC=C(C=C1)C=1NC=CN1